C2-pentyl-thiazole (E)-4-Oxobut-2-en-1-yl-benzoate O=C/C=C/COC(C1=CC=CC=C1)=O.C(CCCC)C=1SC=CN1